CN1C2=CC=CC=C2C=2C3(NC4=CC=CC=C4C21)C(N(C2=CC=CC=C23)CC2=CC=C(C=C2)C)=O (+)-11'-Methyl-1-(4-methylbenzyl)-5',11'-dihydrospiro[indoline-3,6'-indolo[3,2-c]quinolin]-2-one